4-(4-Amino-1-(4-((2-aminophenyl)carbamoyl)benzyl)-1H-pyrazolo[3,4-d]pyrimidin-3-yl)-N-(4-methylpyridin-2-yl)benzamide NC1=C2C(=NC=N1)N(N=C2C2=CC=C(C(=O)NC1=NC=CC(=C1)C)C=C2)CC2=CC=C(C=C2)C(NC2=C(C=CC=C2)N)=O